N1=C(C=CC=2CCCNC12)CCOC=1C=C2C=NN(C2=CC1)C(CC(=O)O)C=1C=C2C(=NC1)N(N=C2)C2OCCCC2 3-(5-(2-(5,6,7,8-tetrahydro-1,8-naphthyridin-2-yl)ethoxy)-1H-indazol-1-yl)-3-(1-(tetrahydro-2H-pyran-2-yl)pyrazolo[3,4-b]pyridin-5-yl)propionic acid